(3R,5R)-5-(3-(1-methyl-3-((2,2,2-trifluoroethoxy)methyl)-1H-pyrazole-5-carboxamido)-1H-pyrazol-5-yl)tetrahydrofuran-3-yl (1-methylcyclopropyl)carbamate CC1(CC1)NC(O[C@H]1CO[C@H](C1)C1=CC(=NN1)NC(=O)C1=CC(=NN1C)COCC(F)(F)F)=O